1-((1r,4r)-4-(cyanomethyl)cyclohexyl)-N-(1-methylpiperidin-4-yl)-1,6-dihydroimidazo[4,5-d]pyrrolo[2,3-b]pyridine-2-carboxamide C(#N)CC1CCC(CC1)N1C(=NC=2C1=C1C(=NC2)NC=C1)C(=O)NC1CCN(CC1)C